3,4-dihydroxy-5-methoxy-phenethylamine OC=1C=C(CCN)C=C(C1O)OC